tert-butyl 2-[(3R,4S)-1-[1-(2,6-dioxo-3-piperidyl)-3-methyl-2-oxo-benzimidazol-5-yl]-3-methyl-4-piperidyl]acetate O=C1NC(CCC1N1C(N(C2=C1C=CC(=C2)N2C[C@@H]([C@@H](CC2)CC(=O)OC(C)(C)C)C)C)=O)=O